C[Si](C)(C)[N-][Si](C)(C)C.C[Si](C)(C)[N-][Si](C)(C)C.C[Si](C)(C)[N-][Si](C)(C)C.[La+3] Lanthanum tris(bistrimethylsilylamide)